2-(4-(ethylsulfonyl)phenyl)-N-(4-(6-fluorobenzo[d]thiazol-2-yl)phenyl)acetamide C(C)S(=O)(=O)C1=CC=C(C=C1)CC(=O)NC1=CC=C(C=C1)C=1SC2=C(N1)C=CC(=C2)F